(E)-5-(3-(3-fluorophenyl)-2-methyloct-3-en-2-yl)benzene-1,3-diol FC=1C=C(C=CC1)/C(/C(C)(C)C=1C=C(C=C(C1)O)O)=C\CCCC